C(C1=CC=CC=C1)N1S(N(C[C@H]1C(=O)N(C=1C=C(C=CC1)C)C)C)(=O)=O (3S)-2-benzyl-N,5-dimethyl-N-(m-tolyl)-1,1-dioxo-1,2,5-thiadiazolidine-3-carboxamide